CN(C\C=C/1\C(N(CC1)C=1C=CC=2N=CN=C(C2N1)NC1=CC(=C(C=C1)OC1=CC2=C(N(C=N2)C)C=C1)F)=O)C (3E)-3-[2-(dimethylamino)ethylidene]-1-[4-({3-fluoro-4-[(1-methyl-1,3-benzodiazol-5-yl)oxy]phenyl}amino)pyrido[3,2-d]pyrimidin-6-yl]pyrrolidin-2-one